4-Hydroxy-2,5,6-triaminopyrimidine Monohydrochloride Cl.OC1=NC(=NC(=C1N)N)N